4-azidobenzohydrazide N(=[N+]=[N-])C1=CC=C(C(=O)NN)C=C1